(2-(2,5-dihydrofuran-3-yl)-5-nitrophenyl)methanol O1CC(=CC1)C1=C(C=C(C=C1)[N+](=O)[O-])CO